ClC=1C=C(C=C(C1)Cl)C1(CC(=NO1)C1=CC(=C(C(=O)NC2OCCC2)C=C1)C)C(F)(F)F 4-[5-(3,5-Dichlorophenyl)-5-trifluoromethyl-4,5-dihydroisoxazol-3-yl]-2-methyl-N-(2-tetrahydrofuranyl)benzoic acid amide